O1CCN(CC1)CCN1N=C2C=C(C(=CC2=C1)NC(=O)C=1N=C(SC1)C1=CC=NC=C1)C1=CSC=C1 N-(2-(2-morpholinoethyl)-6-(thiophene-3-yl)-2H-indazol-5-yl)-2-(pyridin-4-yl)thiazole-4-carboxamide